N-(6-amino-5-methyl-3-pyridyl)-2-[(2R,5S)-2-(4-hydroxycyclohexyl)-5-methyl-1-piperidyl]-2-oxo-acetamide NC1=C(C=C(C=N1)NC(C(=O)N1[C@H](CC[C@@H](C1)C)C1CCC(CC1)O)=O)C